trifluoroacetonyl-coenzyme a FC(C(CSCCNC(CCNC([C@@H](C(COP(OP(OC[C@@H]1[C@H]([C@H]([C@@H](O1)N1C=NC=2C(N)=NC=NC12)O)OP(=O)(O)O)(=O)O)(=O)O)(C)C)O)=O)=O)=O)(F)F